(3S,4S)-(+/-)-cis-1-[(tert-butoxy)carbonyl]-3-{[(tert-butoxy)carbonyl]amino}piperidine-4-carboxylic acid C(C)(C)(C)OC(=O)N1C[C@H]([C@H](CC1)C(=O)O)NC(=O)OC(C)(C)C |r|